methyl 4-chloro-2',3',5',6'-tetrafluoro-4'-methoxy-[1,1'-biphenyl]-3-carboxylate ClC1=C(C=C(C=C1)C1=C(C(=C(C(=C1F)F)OC)F)F)C(=O)OC